(S)-4-(4-acryloyl-3-(cyanomethyl)piperazin-1-yl)-N-((4-aminotetrahydro-2H-pyran-4-yl)methyl)-7-(8-methylnaphthalen-1-yl)-5,6,7,8-tetrahydro-1,7-naphthyridine-2-carboxamide C(C=C)(=O)N1[C@H](CN(CC1)C1=CC(=NC=2CN(CCC12)C1=CC=CC2=CC=CC(=C12)C)C(=O)NCC1(CCOCC1)N)CC#N